5-(1-(2-cyclohexylethyl)piperidin-3-yl)-2-(isoquinolin-8-yl)-2,4-dihydro-3H-1,2,4-triazol-3-one C1(CCCCC1)CCN1CC(CCC1)C=1NC(N(N1)C=1C=CC=C2C=CN=CC12)=O